NC1=CC(=C(C=C1)NC(C1=C(C=CC(=C1)F)OC(C)C1CCCCC1)=O)C N-(4-amino-2-methylphenyl)-2-(1-cyclohexylethoxy)-5-fluorobenzamide